BrC1=CC=C(C=C1)N1C(C2=CC=CC=C2C1)=O 2-(4-bromophenyl)-2,3-dihydro-1H-isoindol-1-one